4-(3,4-Dihydroisoquinolin-2(1H)-yl)pyrrolidin-3-ol C1N(CCC2=CC=CC=C12)C1C(CNC1)O